FC1=C(C=CC=C1)C=1C=C2C=CN(C(C2=CC1)=O)CCC1=CC=CC=C1 6-(2-fluorophenyl)-2-phenethylisoquinolin-1(2H)-one